2-((2S,4S)-1-acryloyl-4-(8-chloro-7-(5-chloro-2-methoxy-4-methylpyridin-3-yl)-4-(3-(dimethylamino)azetidin-1-yl)-6-fluoro-1H-imidazo[4,5-c]quinolin-1-yl)piperidin-2-yl)acetonitrile C(C=C)(=O)N1[C@@H](C[C@H](CC1)N1C=NC=2C(=NC=3C(=C(C(=CC3C21)Cl)C=2C(=NC=C(C2C)Cl)OC)F)N2CC(C2)N(C)C)CC#N